4-[5-(2-amino-1-hydroxyethyl)pyridin-2-yl]-3-[5-cyclopropyl-2-(2,2,2-trifluoroethyl)pyrazol-3-yl]oxybenzonitrile NCC(O)C=1C=CC(=NC1)C1=C(C=C(C#N)C=C1)OC=1N(N=C(C1)C1CC1)CC(F)(F)F